4-vinylbenzyl 3,4,5-trihydroxybenzoate OC=1C=C(C(=O)OCC2=CC=C(C=C2)C=C)C=C(C1O)O